ClC1=CNC2=C(C=CC(=C12)Cl)NS(=O)(=O)C1=CC=C(C=C1)S(=O)(=O)N1C(CN(CC1)C(=O)OC(C)(C)C)C tert-butyl 4-((4-(N-(3,4-dichloro-1H-indol-7-yl)sulfamoyl)phenyl) sulfonyl)-3-methylpiperazine-1-carboxylate